2-(3,5-dichloro-4-[[3-iodo-1-(4-methylbenzenesulfonyl)-indol-5-yl]oxy]phenyl)-3,5-dioxo-4H-1,2,4-triazine-6-carbonitrile ClC=1C=C(C=C(C1OC=1C=C2C(=CN(C2=CC1)S(=O)(=O)C1=CC=C(C=C1)C)I)Cl)N1N=C(C(NC1=O)=O)C#N